C1(=CC(=CC=C1)C[C@@H]1N(CCC[C@@H]1NS(=O)(=O)C)C(=O)OC(C)(C)C)C1=CC=CC=C1 tert-butyl cis-2-(biphenyl-3-ylmethyl)-3-((methylsulfonyl)amino)piperidine-1-carboxylate